2-(dimethylamino)-4-(4-phenoxypiperidin-1-yl)-5,7-dihydro-6H-pyrrolo[3,4-d]pyrimidine-6-carbonitrile CN(C=1N=C(C2=C(N1)CN(C2)C#N)N2CCC(CC2)OC2=CC=CC=C2)C